COC1CCN(CC1)C1=CC=C(CN2CCCCC2)C=C1 1-(4-(4-methoxypiperidin-1-yl)benzyl)piperidin